P([O-])([O-])[Se-] phosphoroselenite